2-Bromo-N-(2-bromo-3-methoxy-6-methylphenyl)thiazole-5-carboxamide BrC=1SC(=CN1)C(=O)NC1=C(C(=CC=C1C)OC)Br